(S)-chloro-N-(4-(2,5-difluorophenyl)(3-fluoropyrrolidin-1-yl)pyridin-3-yl)pyrimidine-5-carboxamide formic acid salt C(=O)O.ClC1=NC=C(C=N1)C(=O)NC=1C(=NC=CC1C1=C(C=CC(=C1)F)F)N1C[C@H](CC1)F